3-chloro-N-(5-{1-[6-(trifluoromethyl)-1H-imidazo[4,5-b]pyridin-2-yl]cyclobutyl}pyridin-2-yl)benzamide ClC=1C=C(C(=O)NC2=NC=C(C=C2)C2(CCC2)C=2NC=3C(=NC=C(C3)C(F)(F)F)N2)C=CC1